OC[C@H](C1=CC=CC=C1)NC1=CC(=NC=C1C1=NC(=NO1)C=1C=NC=CC1)NC1=NC=C2C(=N1)N(NC2=O)C (S)-6-((4-((2-hydroxy-1-phenylethyl)amino)-5-(3-(pyridin-3-yl)-1,2,4-oxadiazol-5-yl)pyridin-2-yl)amino)-1-methyl-1,2-dihydro-3H-pyrazolo[3,4-d]pyrimidin-3-one